3-fluoro-N-((2-(methoxymethyl)pyrazolo[1,5-b]pyridazin-3-yl)methyl)-4-(trifluoromethoxy)benzamide FC=1C=C(C(=O)NCC=2C(=NN3N=CC=CC32)COC)C=CC1OC(F)(F)F